N1(CCC1)C(=O)C=1OC2=C(C1)C=C(C(=C2)C2=NC=C(N=C2)N(C)[C@@H]2[C@@H]([C@H]1CC[C@@H](C2)N1)F)O azetidin-1-yl(6-(5-(((1R,2R,3S,5S)-2-fluoro-8-azabicyclo[3.2.1]octan-3-yl)(methyl)amino)pyrazin-2-yl)-5-hydroxybenzofuran-2-yl)methanone